CC(CO)(CCCCCCCC(C)(O)C)C 2,2,10-trimethyl-undecan-1,10-diol